CC1(CCCC12CCC(CC2)(C(=O)O)C(=O)O)C dimethyl-spiro[4.5]decane-8,8-dicarboxylic acid